3-(2,4-Bis(tert-butoxycarbonyl)-6-((diisopropoxyphosphoryl)oxy)phenyl)-3-methylbutanoic acid C(C)(C)(C)OC(=O)C1=C(C(=CC(=C1)C(=O)OC(C)(C)C)OP(=O)(OC(C)C)OC(C)C)C(CC(=O)O)(C)C